((2R,3S)-3-amino-4-(3,5-difluorophenyl)-2-hydroxybutyl)-N-isobutyl-4-methoxybenzenesulfonamide N[C@H]([C@@H](CC1=C(C=CC(=C1)OC)S(=O)(=O)NCC(C)C)O)CC1=CC(=CC(=C1)F)F